O1CCOC2=NC=C(C=C21)C(=O)N2[C@H](C=1C(CC2)=C(N(N1)C)C1=CC(=C(C(=C1)F)F)F)C 2,3-dihydro-[1,4]dioxino[2,3-b]pyridin-7-yl-[(7S)-2,7-dimethyl-3-(3,4,5-trifluorophenyl)-5,7-dihydro-4H-pyrazolo[3,4-c]pyridin-6-yl]methanone